ClC1=C(OC=2C(=NC=NC2)C2CC3(CCNC3)CC2)C=CC(=C1)F 7-(5-(2-chloro-4-fluorophenoxy)pyrimidin-4-yl)-2-azaspiro[4.4]Nonane